C(C)OC(CC=1OC(=NN1)C1CCC=2N=C(N=CC21)NC2CC1=CC=CC=C1C2)=O 2-(5-(2-((2,3-dihydro-1H-inden-2-yl)amino)-6,7-dihydro-5H-cyclopenta[d]pyrimidin-5-yl)-1,3,4-oxadiazol-2-yl)acetic acid ethyl ester